CC1=C(C(=CC(=C1)C)C)S(=O)(=O)NN=C(C)C1=CC=CC=C1 acetophenone 2,4,6-trimethylbenzenesulfonylhydrazone